BrC1=C(C(N(C=C1)C1CN(C1)C)=O)OC1=C(C=CC=C1C)C 4-bromo-3-(2,6-dimethylphenoxy)-1-(1-methylazetidin-3-yl)pyridin-2(1H)-one